4-vinyloxybenzenesulfonic acid potassium salt [K+].C(=C)OC1=CC=C(C=C1)S(=O)(=O)[O-]